N-(3-(dimethylamino)propyl)-2,3,3,3-tetrafluoro-2-(perfluoropropoxy)propanamide CN(CCCNC(C(C(F)(F)F)(OC(C(C(F)(F)F)(F)F)(F)F)F)=O)C